ClC=1C(=NC=C(C1)F)NCC1=NC=CC(=N1)O[C@@H]1C[C@@H](N(CC1)CC1=NC2=C(N1C[C@H]1OCC1)C=C(C=C2)C(=O)O)C 2-(((2S,4S)-4-((2-(((3-Chloro-5-fluoropyridin-2-yl)amino)methyl)pyrimidin-4-yl)oxy)-2-methylpiperidin-1-yl)methyl)-1-(((S)-oxetan-2-yl)methyl)-1H-benzo[d]imidazole-6-carboxylic acid